FC=1C=C(C=CC1OC1=CC=NC2=CC(=CN=C12)OC)NC(=O)C1=CN(C=C(C1=O)C1=CC=C(C=C1)F)C(C)C N-[3-fluoro-4-[(7-methoxy-1,5-naphthyridin-4-yl)oxy]phenyl]-5-(4-fluorophenyl)-4-oxo-1-propan-2-ylpyridine-3-carboxamide